C(\C=C\C=C\C)(=O)[O-].[Na+] Sodium Sorbate